OC=1C=C(C=CC1O)CC(=O)O 2-(3,4-dihydroxyphenyl)acetic acid